(2S,3R,4R)-1-acetyl-N-isopropyl-2,3-dimethyl-4-((4-methylpyrimidin-2-yl)amino)-1,2,3,4-tetrahydroquinoline-6-carboxamide C(C)(=O)N1[C@H]([C@@H]([C@H](C2=CC(=CC=C12)C(=O)NC(C)C)NC1=NC=CC(=N1)C)C)C